Glutaraldehyde sodium bisulfite S([O-])(O)=O.[Na+].C(CCCC=O)=O